N,N-dimethylaminosodium dithiocarbamate C(N)(S)=S.CN(C)[Na]